C(C=C)(=O)N1C(CCCCC1)C=1N(C(=C(N1)C1=CC=C(C=C1)C(NC1=NC=CC(=C1)CC)=O)C(=O)N)N 2-(1-propenoylazepan-2-yl)-1-amino-4-(4-((4-ethylpyridin-2-yl)carbamoyl)phenyl)-1H-imidazole-5-carboxamide